tert-butyl (2S,5S)-8-(4,4,5,5-tetramethyl-1,3,2-dioxaborolan-2-yl)-2,3-dihydro-2,5-methanobenzo[f][1,4]oxazepine-4(5H)-carboxylate CC1(OB(OC1(C)C)C1=CC2=C([C@H]3N(C[C@@H](O2)C3)C(=O)OC(C)(C)C)C=C1)C